OCCS(=O)(=O)NC1=CC(=C(C(=O)NC=2C=C3/C(/CCC3=CC2)=N/OC)C=C1)N1CCC2(CC2)CC1 (E)-4-((2-hydroxyethyl)sulfonylamino)-N-(3-(methoxyimino)-2,3-dihydro-1H-inden-5-yl)-2-(6-azaspiro[2.5]oct-6-yl)benzamide